C1C/C=C\C=C/C(C1)(O)O cyclooctadienediol